Cl.N1=C(C=CC=C1)NC(=O)C1CNC1 N-(pyridin-2-yl)azetidine-3-carboxamide hydrochloride